C(C)S(=O)(=O)CC1=C(CNC(CCC)P(OC2=CC=CC=C2)(OC2=CC=CC=C2)=O)C=CC=C1 diphenyl (1-((2-((ethylsulfonyl)methyl)benzyl)amino)butyl)phosphonate